FC(=C1C[C@@H](CCC1)N)F (R)-3-(difluoromethylene)cyclohexane-1-amine